C(C)(=O)OCC([C@H]1CC[C@H]2[C@@H]3C=C(C4=CC(OC[C@]4(C)[C@H]3CC[C@]12C)=O)Cl)=O acetoxy-6-chloro-2-oxa-4,6-pregnadiene-3,20-dione